C(C=C)N1S(C2=C(C3=C1N=CC=C3)N=C(N=C2)NC2=CC(=C(C=C2)N2CCNCC2)C(F)(F)F)(=O)=O 6-allyl-N-[4-(piperazin-1-yl)-3-(trifluoromethyl)phenyl]-6H-pyrido[2,3-c]pyrimido[4,5-e][1,2]thiazin-2-amine 5,5-dioxide